4-benzhydryl-1-((5-methylpyridin-3-yl)methyl)piperazin-2-one C(C1=CC=CC=C1)(C1=CC=CC=C1)N1CC(N(CC1)CC=1C=NC=C(C1)C)=O